ClC1=C(C=C(C=C1)CCNS(=O)(=O)C=1C=CC2=C(C(=C(O2)C(=O)O)C)C1)OC 5-(N-(4-chloro-3-methoxyphenylethyl)sulfamoyl)-3-methylbenzofuran-2-carboxylic acid